C(C(=C)C)(=O)OCC1CO1 glycidyl monomethacrylate